ClC=1C(=C(N2N=C(N=CC21)NC2CCOCC2)C2(CCC2)C)C#N 5-chloro-7-(1-methylcyclobutyl)-2-(oxan-4-ylamino)pyrrolo[2,1-f][1,2,4]triazine-6-carbonitrile